4-(aminomethyl)-6-(5-(pyrimidin-2-yloxy)pyridin-3-yl)phthalazin-1(2H)-one NCC1=NNC(C2=CC=C(C=C12)C=1C=NC=C(C1)OC1=NC=CC=N1)=O